CN(C=1C=CC(=NC1)OC1=CC=C(C#N)C=C1)C 4-((5-(dimethylamino)pyridin-2-yl)oxy)benzonitrile